trans-1,3-hexadiene C=C\C=C\CC